7-[[(1S)-[4-[(1S)-2-cyclopropyl-1-(4-prop-2-enoylpiperazin-1-yl)ethyl]phenyl]ethyl]amino]-1-ethyl-4H-pyrimido[4,5-d][1,3]oxazin-2-one C1(CC1)C[C@H](N1CCN(CC1)C(C=C)=O)C1=CC=C(C=C1)CCNC=1N=CC2=C(N(C(OC2)=O)CC)N1